N1=NC=CC1=O PYRAZOL-5-ONE